(2S,3S)-(+)-1,4-bis(diphenylphosphino)-2,3-O-isopropylidene-2,3-butanediol CC1(O[C@@H]([C@H](O1)CP(C2=CC=CC=C2)C3=CC=CC=C3)CP(C4=CC=CC=C4)C5=CC=CC=C5)C